CN1CCC(CC1)CCCC1CCN(CC1)C 4,4'-Trimethylenebis(1-methylpiperidine)